3-[[4-chloro-2-[3-[(2,2-difluoro-1,3-benzodioxol-5-yl)-methyl-carbamoyl]phenyl]-5-(trifluoromethyl)pyrazol-3-yl]methoxy]cyclobutanecarboxylic acid ClC1=C(N(N=C1C(F)(F)F)C1=CC(=CC=C1)C(N(C)C1=CC2=C(OC(O2)(F)F)C=C1)=O)COC1CC(C1)C(=O)O